NC=1C(=NC(=C(N1)C=1OC=CN1)C=1C=CC=2N(C1)C=CN2)C(=O)NCC2=C(C=CC=C2F)F 3-amino-N-(2,6-difluorobenzyl)-6-(imidazo[1,2-a]pyridin-6-yl)-5-(oxazol-2-yl)pyrazine-2-carboxamide